C(C#C)N1C(NC=2N=CNC2C1=O)=O 1-Prop-2-ynyl-3,7-dihydro-purine-2,6-dione